tert-butyl 4-((5-bromopyridin-2-yl)methyl)-4-cyanopiperidine-1-carboxylate BrC=1C=CC(=NC1)CC1(CCN(CC1)C(=O)OC(C)(C)C)C#N